[OH-].C(CC1=CC=CC=C1)C=CC[NH+](CCC)CCC phenethylallyldipropylammonium hydroxide